BrC1=CC=CC=2N(CCOCC21)C2=NC(N(C1=CC(=C(C=C21)Cl)O)C)=O 4-(6-bromo-2,3-dihydrobenzo[e][1,4]oxazepin-1(5H)-yl)-6-chloro-7-hydroxy-1-methylquinazolin-2(1H)-one